(rac)-(3,4-difluorophenyl)(1-methyl-1H-imidazol-2-yl)methanamine FC=1C=C(C=CC1F)[C@@H](N)C=1N(C=CN1)C |r|